(2R)-5-(1-(2,2-difluoroethyl)-1H-pyrazolo[3,4-b]pyrazin-6-yl)-1'-(5-(trifluoromethyl)pyridin-2-yl)-5-azaspiro[bicyclo[2.2.2]octane-2,3'-pyrrolidin]-5'-one FC(CN1N=CC=2C1=NC(=CN2)N2C1C[C@]3(CN(C(C3)=O)C3=NC=C(C=C3)C(F)(F)F)C(C2)CC1)F